OC1=CC(C2=CC=CC(=C2C1=O)O)=O 3,5-Dihydroxy-1,4-naphthoquinone